NC(CC[C@H]1CC(N(C1)C(=O)OC(C)(C)C)(C)C)CCC(C1CC1)C1CC1 tert-Butyl (4S)-4-(3-amino-6,6-dicyclopropyl-hexyl)-2,2-dimethyl-pyrrolidine-1-carboxylate